P(=O)(O)([O-])[O-].[Na+].[Na+] disodium hydrogenorthophosphate